tert-butyl (4-(2,5-difluorophenyl)-2-(3,6-dihydro-2H-pyran-4-yl)pyridin-3-yl)carbamate FC1=C(C=C(C=C1)F)C1=C(C(=NC=C1)C=1CCOCC1)NC(OC(C)(C)C)=O